C(C)N(CCN(CCC[Si](OC)(OC)OC)CCC[Si](OC)(OC)OC)CC N1,N1-diethyl-N2,N2-bis(3-(trimethoxysilyl)propyl)ethane-1,2-diamine